3-(4-amino-3-bromo-1H-pyrazolo[3,4-d]Pyrimidin-1-yl)cyclopentan-1-one NC1=C2C(=NC=N1)N(N=C2Br)C2CC(CC2)=O